NC=1N=C(C2=C(N1)C=CN2CC2=C(C=C(C=C2)COCC(=O)N(CCC)CCC)OC)NCCCCC 2-[(4-{[2-Amino-4-(pentylamino)-5H-pyrrolo[3,2-d]pyrimidin-5-yl]methyl}-3-methoxyphenyl)methoxy]-N,N-dipropylacetamide